1-{[6-Chloro-5-(trifluoromethyl)(2-pyridyl)]amino}-3-(ethoxymethyl)-4-methylazoline-2,5-dione ClC1=C(C=CC(=N1)NN1C(C(=C(C1=O)C)COCC)=O)C(F)(F)F